(R)-N-((R)-1-(3-bromo-5-chlorophenyl)-2-nitroethyl)-2-methylpropane-2-sulfinamide BrC=1C=C(C=C(C1)Cl)[C@H](C[N+](=O)[O-])N[S@](=O)C(C)(C)C